2-amino-9-((2R,3R,5S)-3-hydroxy-5-(hydroxymethyl)tetrahydrofuran-2-yl)-7-((methylthio)methyl)-7,9-dihydro-8H-purin-8-one NC1=NC=C2N(C(N(C2=N1)[C@@H]1O[C@@H](C[C@H]1O)CO)=O)CSC